C(=C)[Si](CC)(C=C)C=C trivinyl-ethyl-silane